ClC1=C(OC2=CC=CC3=C2NC(=NS3(=O)=O)NCC3CCC3)C=CC=C1 5-(2-chlorophenoxy)-3-((cyclobutylmethyl)amino)-4H-benzo[e][1,2,4]thiadiazine 1,1-dioxide